[Cl-].[Cl-].C(C)(C)=[Zr+2]C1=C(C=CC=2C3=CC=CC=C3CC12)C1C=C(C=C1C)C(C)(C)C isopropylidene(3-tert-butyl-5-methylcyclopentadienyl-fluorenyl)zirconium dichloride